2-oxetanecarboxylic acid O1C(CC1)C(=O)O